C([2H])([2H])([2H])N(C(CN1[C@](COC2=C(C1=O)OC1=C2C=C(C=C1)F)(C(=O)N(C(OC(C)(C)C)=O)[C@@H](C)C1=CC=CC=C1)C)=O)C([2H])([2H])[2H] tert-butyl ((R)-4-(2-(bis(methyl-d3)amino)-2-oxoethyl)-9-fluoro-3-methyl-5-oxo-2,3,4,5-tetrahydrobenzofuro[2,3-f][1,4]oxazepine-3-carbonyl)((S)-1-phenylethyl)carbamate